Potassium (methoxycarbonyl)((5-isobutyl-4'-((2-(cyclopropan-2-yl)-1H-imidazol-1-yl)methyl)-[1,1'-biphenyl]-2-yl)sulfonyl)amide COC(=O)[N-]S(=O)(=O)C1=C(C=C(C=C1)CC(C)C)C1=CC=C(C=C1)CN1C(=NC=C1)C1CC1.[K+]